C(C)(C)C=1C=C(C=CC1OC1=NC=NC2=CC=CC=C12)N1C(N(CC1=O)C1=CC(=CC=C1)C(F)(F)F)=O 3-[3-isopropyl-4-(4-quinazolinyloxy)phenyl]-1-[3-(trifluoromethyl)phenyl]-2,4-imidazolidinedione